N-methyl-2-((2-oxo-4-(o-tolyl)-2H-chromen-7-yl)oxy)-3-(trifluoromethoxy)propanamide CNC(C(COC(F)(F)F)OC1=CC=C2C(=CC(OC2=C1)=O)C1=C(C=CC=C1)C)=O